2-(1,4-diazepan-1-yl)-4-((3-(5-fluoropyrimidin-2-yl)-2-methoxyphenyl)amino)pyrimidine-5-carboxamide hydrochloride Cl.N1(CCNCCC1)C1=NC=C(C(=N1)NC1=C(C(=CC=C1)C1=NC=C(C=N1)F)OC)C(=O)N